(Z)-N-[3-(dimethylamino)propyl]Octadec-9-enamide CN(CCCNC(CCCCCCC\C=C/CCCCCCCC)=O)C